2-[(5-{2-azabicyclo[2.2.1]heptan-2-yl}-2-carboxyphenyl)carbamoyl]-5-hydroxybenzene-1,4-dicarboxylic acid C12N(CC(CC1)C2)C=2C=CC(=C(C2)NC(=O)C2=C(C=C(C(=C2)C(=O)O)O)C(=O)O)C(=O)O